N-[(3R)-7-cyano-8-fluoro-4-oxo-5-[[4-[5-(trifluoromethyl)-1,2,4-oxadiazol-3-yl]phenyl]methyl]-2,3-dihydro-1,5-benzothiazepine-3-Yl]carbamic acid tert-butyl ester C(C)(C)(C)OC(N[C@H]1CSC2=C(N(C1=O)CC1=CC=C(C=C1)C1=NOC(=N1)C(F)(F)F)C=C(C(=C2)F)C#N)=O